BrC1=CC(=CC(=N1)\N=C/NO)OC1=C(C=C(C=C1)[N+](=O)[O-])C (Z)-N'-[6-bromo-4-(2-methyl-4-nitrophenoxy)pyridin-2-yl]-N-hydroxymethanimidamide